(8S)-8-methyl-7,10-dioxo-2,6,9-triazaspiro[4.5]decane-2-carbonitrile C[C@H]1C(NC2(CCN(C2)C#N)C(N1)=O)=O